1-butyl-3-(1-methyl-1H-indazol-6-yl)urea C(CCC)NC(=O)NC1=CC=C2C=NN(C2=C1)C